ethyl cis-3-((methylsulfonyl)amino)-2-((2-phenylpyridin-4-yl)methyl)piperidine-1-carboxylate CS(=O)(=O)N[C@@H]1[C@@H](N(CCC1)C(=O)OCC)CC1=CC(=NC=C1)C1=CC=CC=C1